ClC(F)F 1-Chlorodifluoromethane